4-((4-chloro-6-((2S,6R)-2,6-dimethylmorpholino)pyrimidin-2-yl)amino)bicyclo[2.2.2]octane ClC1=NC(=NC(=C1)N1C[C@@H](O[C@@H](C1)C)C)NC12CCC(CC1)CC2